OC1=C(C(=NN1C1=CC=CC=C1)C)N=NC1=CC=C(C=C1)OC 5-hydroxy-4-(4-methoxyphenylazo)-3-methyl-1-phenylpyrazole